2-FLUORO-4-MERCAPTOBENZALDEHYDE FC1=C(C=O)C=CC(=C1)S